FC1=CC(=C(C=C1C1=CC(=NC=C1)OC)O)C1=NC=C(N=C1)N(C)C1C([C@@H]2CC[C@H](C1)N2)F 4-fluoro-2-(5-(((1S,5R)-2-fluoro-8-azabicyclo[3.2.1]octan-3-yl)(methyl)amino)pyrazin-2-yl)-5-(2-methoxypyridin-4-yl)phenol